N1N=CC2=C(C=CC=C12)\C=N\[S@](=O)C(C)(C)C (R)-N-[(1E)-(1H-Indazol-4-yl)methylidene]-2-methylpropane-2-sulfinamide